((2-(piperazin-1-yl)ethyl)azanediyl)bis(hexane-6,1-diyl) bis(2-hexyldecanoate) C(CCCCC)C(C(=O)OCCCCCCN(CCCCCCOC(C(CCCCCCCC)CCCCCC)=O)CCN1CCNCC1)CCCCCCCC